C(C1=CC=CC=C1)OCC1=NN(C(N1CC)=O)C=1C=C2C=CN=C(C2=C(C1)O[C@H](C(F)(F)F)C)OC1=NC(=CC=C1Cl)Cl (S)-3-((Benzyloxy)methyl)-1-(1-((3,6-dichloropyridin-2-yl)oxy)-8-((1,1,1-trifluoropropan-2-yl)oxy)isoquinolin-6-yl)-4-ethyl-1H-1,2,4-triazol-5(4H)-one